[4-[3-(3,4-Dihydroxyphenyl)prop-2-enoyl]phenyl] 3-hydroxybenzenesulfonate OC=1C=C(C=CC1)S(=O)(=O)OC1=CC=C(C=C1)C(C=CC1=CC(=C(C=C1)O)O)=O